C(C)(=O)N1C(C(C=2C1=NC=CC2)=O)=CC2=NC=C(C=C2)OCC(=O)N2CCOCC2 1-acetyl-2-((5-(2-morpholino-2-oxoethoxy)pyridin-2-yl)methylene)-1,2-dihydro-3H-pyrrolo[2,3-b]pyridin-3-one